4-(2-OXOPIPERIDIN-1-YL)-N-(3-(PYRIDIN-2-YLETHYNYL)PHENYL)BENZAMIDE O=C1N(CCCC1)C1=CC=C(C(=O)NC2=CC(=CC=C2)C#CC2=NC=CC=C2)C=C1